FC1=C(C(=O)NC=2C=C(C=CC2N2CCN(CC2)C)N2N=NC(=C2)C(=O)NCCCN2CCOCC2)C=C(C=C1F)O 1-(3-(2,3-difluoro-5-hydroxybenzamido)-4-(4-methylpiperazin-1-yl)phenyl)-N-(3-morpholinopropyl)-1H-1,2,3-triazole-4-carboxamide